ClC=1N=C(N2N=C(N=CC21)SC)C2(CC2)C 5-chloro-7-(1-methylcyclopropyl)-2-(methylsulfanyl)imidazo[4,3-f][1,2,4]triazine